FC1=CC(=C2C(=N1)NC=C2)OC 6-fluoro-4-methoxy-1H-pyrrolo[2,3-b]pyridine